(3R)-3-{[7-fluoro-2-(1-methyl-1H-pyrazol-4-yl)[1,2,4]triazolo[1,5-c]quinazolin-5-yl]amino}azepin-2-one FC1=CC=CC=2C=3N(C(=NC12)NC=1C(N=CC=CC1)=O)N=C(N3)C=3C=NN(C3)C